C(C)[C@@H]1N(C[C@H](N(C1)C(C)C1=C(C=NC=C1)OC)CC)C=1C=2C(N(C(C1)=O)C)=CN(N2)CC#N 2-(7-((2S,5R)-2,5-diethyl-4-(1-(3-methoxypyridin-4-yl)ethyl)piperazin-1-yl)-4-methyl-5-oxo-4,5-dihydro-2H-pyrazolo[4,3-b]pyridin-2-yl)acetonitrile